(1R,2S,5S)-3-((S)-2-((tert-butoxycarbonyl)amino)-2-cyclopentylacetyl)-6,6-dimethyl-3-azabicyclo[3.1.0]hexane-2-carboxylic acid methyl ester COC(=O)[C@@H]1[C@H]2C([C@H]2CN1C([C@H](C1CCCC1)NC(=O)OC(C)(C)C)=O)(C)C